NC1=CC=C2C(OC(C2=C1)=O)CC1=C(C=C(C=C1)C(F)(F)F)C1CC1 6-amino-3-(2-cyclopropyl-4-(trifluoromethyl)benzyl)isobenzofuran-1(3H)-one